C(O[C@@H](C)N1C([C@@H](CC1)C[C@@H](C(COP(=O)(OC)OC)=O)NC([C@@H](NC(=O)C=1NC2=CC=CC(=C2C1)OC)CC(C)C)=O)=O)(OC)=O (1S)-1-{(3S)-3-[(2S)-4-[(dimethoxyphosphoryl)oxy]-2-({N-[(4-methoxy-1H-indol-2-yl)carbonyl]-L-leucyl}amino)-3-oxobutyl]-2-oxopyrrolidin-1-yl}ethyl methyl carbonate